(5-fluoro-3-methyl-2-oxo-3H-benzofuran-6-yl)acetic acid FC=1C(=CC2=C(C(C(O2)=O)C)C1)CC(=O)O